NC#CC(=O)N Monoaminopropynamide